NC=1C(=NC(=CN1)C1=C(C=CC(=C1)N1CCOCC1)C(F)(F)F)C(=O)NC1=NC=CC=C1N1CCC(CC1)(C)N 3-amino-N-(3-(4-amino-4-methylpiperidin-1-yl)pyridin-2-yl)-6-(5-morpholino-2-(trifluoromethyl)phenyl)pyrazine-2-carboxamide